ClC1=NC(=CC=C1)NN 2-chloro-6-hydrazino-pyridine